3-(1-(3-(1-(4-methyl-4H-1,2,4-triazol-3-ylthio)ethyl)phenyl)-1H-1,2,3-triazol-4-yl)benzonitrile CN1C(=NN=C1)SC(C)C=1C=C(C=CC1)N1N=NC(=C1)C=1C=C(C#N)C=CC1